FC1=NC=C(C=N1)C1CCN(CC1)C1CC2(CN(C2)C(=O)OC(C)(C)C)C1 tert-butyl 6-[4-(2-fluoropyrimidin-5-yl)-1-piperidyl]-2-azaspiro[3.3]heptane-2-carboxylate